FC1(OC2=C(O1)C=CC(=C2)N(C(=O)C=2C=C(C=CC2)N2N=C(C=1CCC[C@@H](C21)OC2=CC=C(C=N2)C(=O)OC)C(F)(F)F)C)F (S)-Methyl 6-[[1-[3-[(2,2-difluoro-1,3-benzodioxol-5-yl)-methylcarbamoyl]phenyl]-3-(trifluoromethyl)-4,5,6,7-tetrahydroindazol-7-yl]oxy]pyridin-3-carboxylat